(3R)-1-(6-(1-(4-(6-(pyrrolidin-1-yl)pyrazin-2-yl)-1H-imidazol-1-yl)ethyl)pyridazin-3-yl)piperidin-3-amine N1(CCCC1)C1=CN=CC(=N1)C=1N=CN(C1)C(C)C1=CC=C(N=N1)N1C[C@@H](CCC1)N